FC(C(=O)O)(F)F.N1N=CC2=CC(=CC=C12)C#CC1=NC(=NC=C1)C1=NC(=NC=C1)N1CC(C1)C1=CC=C(C(=O)OC)C=C1 methyl 4-(1-(4-((1H-indazol-5-yl)ethynyl)-[2,4'-bipyrimidin]-2'-yl)azetidin-3-yl)benzoate trifluoroacetate